NC=1C(=C(C=C2C=C(N=CC12)NC(OC1CC(C1)O)=O)C1=CN=C2[C@@H]3[C@H](CNC2=C1C)C3)F (1s,3r)-3-hydroxycyclobutyl (8-amino-7-fluoro-6-((6ar,7as)-4-methyl-6,6a,7,7a-tetrahydro-5H-cyclopropa[c][1,5]naphthyridin-3-yl)isoquinolin-3-yl)carbamate